(3R)-3-hydroxybutyryl-coa O[C@@H](CC(=O)SCCNC(CCNC([C@@H](C(COP(OP(OC[C@@H]1[C@H]([C@H]([C@@H](O1)N1C=NC=2C(N)=NC=NC12)O)OP(=O)(O)O)(=O)O)(=O)O)(C)C)O)=O)=O)C